OCCCCN(CCCCCCCS(=O)(=O)N(CCCCCC)CCCCCCCC)CCCCCCCS(=O)(=O)N(CCCCCCCC)CCCCCC 7,7'-((4-hydroxybutyl)-azanediyl)bis(N-hexyl-N-octylheptane-1-sulfonamide)